CS(=O)(=O)C[C@@H]1[C@H](N(C1)C=1C=CC(=C2C=C(N=CC12)NC1=NC(=NC=C1)N1C[C@@H]([C@@H](CC1)OC)C#N)C(C)C)C (3R,4R)-1-[4-({8-[(2R,3S)-3-(methanesulfonylmeth-yl)-2-methylazetidin-1-yl]-5-(propan-2-yl)isoquinolin-3-yl}amino)pyrimidin-2-yl]-4-methoxypiperidine-3-carbonitrile